(5S,6S)-2-((S)-1-(4-fluorophenyl)-3,4-dihydroisoquinolin-2(1H)-yl)-1-oxa-3-azaspiro[4.4]non-2-en-6-amine FC1=CC=C(C=C1)[C@@H]1N(CCC2=CC=CC=C12)C=1O[C@@]2(CN1)[C@H](CCC2)N